[Ga+3].[Ga+3].[Se-2].[Se-2].[Se-2] gallium triselenide